O1CCC(CC1)COC1=CC=C(N=N1)CO (6-((tetrahydro-2H-pyran-4-yl)methoxy)pyridazin-3-yl)methanol